N=1C=CN2C1C=NC(=C2)C(C)(C)O 2-imidazo[1,2-a]pyrazin-6-ylpropan-2-ol